[Cl-].[Cl-].C1(C=CC2=CC=CC=C12)[Zr+2]C1C=CC2=CC=CC=C12 bis(1-indenyl)zirconium dichloride